FCC12CC(C1)(C2)N2C(N1[C@@H](CNCC1)C2)=O (S)-2-(3-(fluoromethyl)bicyclo[1.1.1]pentan-1-yl)hexahydroimidazo[1,5-a]pyrazine-3(2H)-one